CC1(C=CC=C1)[Co](=C=O)=C=O methylcyclopentadienyl-bis(carbonyl)cobalt